tert-Butyl 3-((2-formyl-3-isopropyl-5-(trifluoromethyl)imidazole-4-carbonyl)amino)azetidine-1-carboxylate C(=O)C1=NC(=C(N1C(C)C)C(=O)NC1CN(C1)C(=O)OC(C)(C)C)C(F)(F)F